2-(4-(5-(2-(3,4-dimethoxyphenyl)-3-isopropyl-1H-indol-5-yl)-1,3,4-oxadiazol-2-yl)piperidin-1-yl)-N-methylacetamide COC=1C=C(C=CC1OC)C=1NC2=CC=C(C=C2C1C(C)C)C1=NN=C(O1)C1CCN(CC1)CC(=O)NC